(R)-5-(2-((3,3-difluoro-1-methylpiperidin-4-yl)amino)-6-fluoro-4-methoxypyrrolo[2,1-f][1,2,4]triazin-5-yl)-N-isopropylpyrazolo[1,5-a]pyridine-3-carboxamide FC1(CN(CC[C@H]1NC1=NN2C(C(=N1)OC)=C(C(=C2)F)C2=CC=1N(C=C2)N=CC1C(=O)NC(C)C)C)F